C1(=CC=CC=C1)C1=NC(=NC(=N1)N1C=2C=CC=CC2C=2C1=C1N(C3=CC=CC=C3C1=CC2)C2=CC=CC=C2)N2C=1C=CC=CC1C=1C2=C2N(C3=CC=CC=C3C2=CC1)C1=CC=CC=C1 12,12'-(6-phenyl-1,3,5-triazine-2,4-diyl)bis(11-phenyl-11,12-dihydroindolo[2,3-a]carbazole)